3-(2-(dimethylamino)ethyl)-1H-indol-4-yl 3-(trimethylsilyl)propanoate C[Si](CCC(=O)OC1=C2C(=CNC2=CC=C1)CCN(C)C)(C)C